CC1=NN(C(=C1CCO)C)COCC[Si](C)(C)C 2-(3,5-dimethyl-1-((2-(trimethylsilyl)ethoxy)methyl)-1H-pyrazol-4-yl)ethanol